C(#N)C1=C(C=CC(=C1)C1=NN(C=N1)C1=CC=C(C=C1)S(=O)(=O)C(F)(F)F)NC(=O)\N=C\1/SCC(N1C1=C(C=CC(=C1)N(C)C)C(C)C)=O (Z)-1-(2-cyano-4-(1-(4-((trifluoromethyl)sulfonyl)phenyl)-1H-1,2,4-triazol-3-yl)phenyl)-3-(3-(5-(dimethylamino)-2-isopropylphenyl)-4-oxothiazolidin-2-ylidene)urea